5-chloro-4-(1-methoxy-6,7-dihydro-5H-cyclopenta[c]pyridin-4-yl)-N-(5-((4-methylpiperazin-1-yl)methyl)pyridin-2-yl)pyrimidin-2-amine ClC=1C(=NC(=NC1)NC1=NC=C(C=C1)CN1CCN(CC1)C)C=1C2=C(C(=NC1)OC)CCC2